C1(CC1)CN1C(=CC2=CC=CC=C12)C1=NC=2C(=CC=3CCN(C(C3C2)=O)CC=O)N1C 2-(2-(1-(cyclopropylmethyl)-1H-indol-2-yl)-1-methyl-5-oxo-1,5,7,8-tetrahydro-6H-imidazo[4,5-g]isoquinolin-6-yl)acetaldehyde